C(C)(C)(C)O[C@H](C(=O)OCC)C1=C(C2=C(N=C(S2)C2=CC=C3C(=N2)C(=NN3C)N3CCN(CC3)C(=O)OC(C)(C)C)C=C1C)C1=CC=C(C=C1)Cl tert-butyl (S)-4-(5-(6-(1-(tert-butoxy)-2-ethoxy-2-oxoethyl)-7-(4-chlorophenyl)-5-methylbenzo[d]thiazol-2-yl)-1-methyl-1H-pyrazolo[4,3-b]pyridin-3-yl)piperazine-1-carboxylate